tert-butyl (7-bromo-2-(furan-2-ylmethoxy)imidazo[2,1-f][1,2,4]triazin-4-yl)carbamate BrC1=CN=C2C(=NC(=NN21)OCC=2OC=CC2)NC(OC(C)(C)C)=O